C(C)OC(=O)C=1C=NN2C1C(=CC=C2)OC 4-Methoxypyrazolo[1,5-a]pyridine-3-carboxylic acid ethyl ester